N-(3-(3-benzyl-1-((1r,4S)-4-((5-cyanopyridin-2-yl)amino)cyclohexyl)ureido)-5-((S)-3,4-dimethylpiperazin-1-yl)phenyl)acrylamide C(C1=CC=CC=C1)NC(N(C1CCC(CC1)NC1=NC=C(C=C1)C#N)C=1C=C(C=C(C1)N1C[C@@H](N(CC1)C)C)NC(C=C)=O)=O